N-[4-(7,7-Dimethyl-4-oxo-3-phenyl-4,5,6,7-tetrahydro-1H-pyrrolo[3,2-c]pyridin-2-yl)pyridin-2-yl]-2-(4-fluorophenyl)propanamid CC1(C2=C(C(NC1)=O)C(=C(N2)C2=CC(=NC=C2)NC(C(C)C2=CC=C(C=C2)F)=O)C2=CC=CC=C2)C